C(C=C)(=O)NC(C(=O)NCCP(OCC)(OCC)=O)(C)C Diethyl (2-(2-acrylamido-2-methylpropanamido)ethyl)phosphonate